(R)-4-(7-Bromo-1-(hydroxymethyl)-1,2-dihydronaphtho[2,1-b]furan-1-yl)phenol BrC=1C=C2C=CC=3OC[C@](C3C2=CC1)(CO)C1=CC=C(C=C1)O